ClC=1C=C(C(=C(C1)O)C1=CC=C2C(=N1)N=C(O2)N[C@H]2CN(CCC2)CC(C)O)C 5-Chloro-3-methyl-2-[2-[[(3R)-1-(2-hydroxypropyl)-3-piperidyl]amino]oxazolo[4,5-b]pyridin-5-yl]phenol